2-((1R,5S,6R)-3-(2-((S)-2-(difluoromethyl)azetidin-1-yl)-6-(trifluoromethyl)pyrimidin-4-yl)-3-azabicyclo[3.1.0]hexane-6-yl)acetic acid FC([C@H]1N(CC1)C1=NC(=CC(=N1)N1C[C@@H]2C([C@@H]2C1)CC(=O)O)C(F)(F)F)F